ClC=1C=C2C(=CC1)N(C(C21CCN(CC1)CCOC=1C=NC=2N(C(CCC2C1)=O)C1CC(C1)(C)O)=O)C([2H])([2H])[2H] 5-chloro-1'-(2-{[8-(3-hydroxy-3-methylcyclobutyl)-7-oxo-5,6,7,8-tetrahydro-1,8-naphthyridin-3-yl]oxy}ethyl)-1-(2H3)methyl-1,2-dihydrospiro[indole-3,4'-piperidin]-2-one